ClC1=CC=C(C=C1)C=1N=C(C(=NC1)C1CN(CCC1)C1CCCC1)C 5-(4-chlorophenyl)-2-(1-cyclopentylpiperidin-3-yl)-3-methylpyrazine